BrC(CCO)=C 3-bromobut-3-en-1-ol